chloro(2,2,6,6-tetramethylpiperidin-1-yl)magnesium Cl[Mg]N1C(CCCC1(C)C)(C)C